N-methyl-5,6,7,8-tetrahydro-4H-cyclohepta[b]thiophen-5-amine hydrochloride Cl.CNC1CC2=C(SC=C2)CCC1